2-((2,4-dimethylphenyl)thio)aniline hydrochloride salt Cl.CC1=C(C=CC(=C1)C)SC1=C(N)C=CC=C1